CN1N=CC(=C1C1=CC(=NC(=C1)N1C(C2=CC=CC(=C2C1)C(F)(F)F)=O)NS(=O)(=O)C)C1=NN=CN1C N-(4-(1-methyl-4-(4-methyl-4H-1,2,4-triazol-3-yl)-1H-pyrazol-5-yl)-6-(1-oxo-4-(trifluoromethyl)isoindolin-2-yl)pyridin-2-yl)methanesulfonamide